N-Cyclopropyl-5-[1-(6-dimethylaminomethyl-7-methoxy-imidazo[1,2-a]pyridin-3-yl)-1H-pyrazol-4-yl]-2-fluoro-4-methyl-benzamide C1(CC1)NC(C1=C(C=C(C(=C1)C=1C=NN(C1)C1=CN=C2N1C=C(C(=C2)OC)CN(C)C)C)F)=O